S1C=NC2=C1C=C(C=C2)C(C)N2C[C@@H](N(C[C@H]2CC)C=2C=1N(N(C(C2)=O)C)C=C(N1)CC#CC)CC 8-((2S,5R)-4-(1-(benzo[d]thiazol-6-yl)ethyl)-2,5-diethylpiperazin-1-yl)-2-(but-2-yn-1-yl)-5-methylimidazo[1,2-b]pyridazin-6(5H)-one